10-(2-Hydroxypropyl)-1,4,7,10-tetraazacyclododecane-1,4,7-triacetic acid OC(CN1CCN(CCN(CCN(CC1)CC(=O)O)CC(=O)O)CC(=O)O)C